3-(Difluoromethyl)-2-(6-methylpyridin-3-yl)-5-(4,4,5,5-tetramethyl-1,3,2-dioxaborolan-2-yl)-quinoline FC(C=1C(=NC2=CC=CC(=C2C1)B1OC(C(O1)(C)C)(C)C)C=1C=NC(=CC1)C)F